4-(1,4-dioxabutyl)-2,2,6,6-tetramethylpiperidine O(CCO)C1CC(NC(C1)(C)C)(C)C